(E)-N-(2-butoxy-5-fluorophenyl)-3-(4-methoxyphenyl)acrylamide C(CCC)OC1=C(C=C(C=C1)F)NC(\C=C\C1=CC=C(C=C1)OC)=O